2-(1-methyl-1H-pyrazol-4-yl)-N-(2-methyl-5-(2-(2-methylpiperidin-1-yl)acetamido)pyridin-3-yl)-1H-pyrrolo[2,3-b]pyridine-5-carboxamide CN1N=CC(=C1)C1=CC=2C(=NC=C(C2)C(=O)NC=2C(=NC=C(C2)NC(CN2C(CCCC2)C)=O)C)N1